C(C)ON1C=NC=C2C1=NC=C2C#N ethoxy-1H-pyrrolo[2,3-d]pyrimidine-5-carbonitrile